P(=O)(O)(O)O.C(CCCCCCCCCCC)OCCCCCCCCCCCC lauryl ether phosphate salt